2-(4-phenoxybenzylidene)-1H-indene-1,3(2H)-dione O(C1=CC=CC=C1)C1=CC=C(C=C2C(C3=CC=CC=C3C2=O)=O)C=C1